(3R)-3-[8-(4-piperidyl)-2,3-dihydro-1,4-benzoxazin-4-yl]piperidine-2,6-dione N1CCC(CC1)C1=CC=CC=2N(CCOC21)[C@H]2C(NC(CC2)=O)=O